Cl.FC=1C=C(CCN2N=CC(=C2)CN)C=C(C1)F (1-(3,5-difluorophenethyl)-1H-pyrazol-4-yl)methylamine hydrochloride